(2R)-5-bromo-N-(7-cyano-7-azabicyclo[2.2.1]heptan-2-yl)-2,3-dihydro-1H-indene-2-carboxamide BrC=1C=C2C[C@@H](CC2=CC1)C(=O)NC1C2CCC(C1)N2C#N